N=1NN=NC1COCC(C)=O 1-((2H-tetrazol-5-yl)methoxy)propan-2-one